alpha-n-Hexylcinnamaldehyde CCCCCC/C(=C\C1=CC=CC=C1)/C=O